N1=C(C=CC=C1C(=O)[O-])C1=NC(=CC=C1)C1=NC(=CC=C1)C(=O)[O-] [2,2':6',2''-terpyridine]-6,6''-dicarboxylate